tri(decyl)1,2,4-benzenetricarboxylic acid C(CCCCCCCCC)C=1C(=C(C(=C(C1C(=O)O)C(=O)O)CCCCCCCCCC)C(=O)O)CCCCCCCCCC